tert-butyl 5-(2-methoxy-2-oxoacetyl)-6-methyl-2,3-dihydro-1H-pyrrolizine-7-carboxylate COC(C(=O)C=1N2CCCC2=C(C1C)C(=O)OC(C)(C)C)=O